(1S,5S,6R)-2,6-dimethyl-6-(4-methylpent-3-enyl)bicyclo[3.1.1]hept-2-ene CC=1[C@H]2[C@@]([C@@H](CC1)C2)(CCC=C(C)C)C